C(C)(C)(C)OC(CN1CCC(CC1)CN1CCN(CC1)C1=CC(=C(C=C1)NC1=NC=C(C(=N1)NC1=C(C=CC=C1)N(S(=O)(=O)C)C)Cl)OC)=O tertiary butyl-2-(4-((4-(4-((5-chloro-4-((2-(N-methylmethylsulfonamido)phenyl)amino)pyrimidin-2-yl)amino)-3-methoxyphenyl)piperazin-1-yl)methyl)piperidin-1-yl)acetate